(S)-5-(5-amino-6-(5-(4-((methylamino)methylene)phenyl)-1,3,4-oxadiazol-2-yl)pyrazine-2-yl)-3-fluoro-2,2-dimethyl-2,3-dihydrobenzo[b]thiophene 1,1-dioxide NC=1N=CC(=NC1C=1OC(=NN1)C1=CCC(C=C1)=CNC)C1=CC2=C(S(C([C@H]2F)(C)C)(=O)=O)C=C1